BrCCS(=O)(=O)C 1-bromo-2-(methylsulfonyl)ethane